phenylphenol acrylate C(C=C)(=O)OC1=C(C=CC=C1)C1=CC=CC=C1